4-methyl-4-(cumylperoxy)-2-pentanone CC(CC(C)=O)(C)OOC(C)(C)C1=CC=CC=C1